N-(3-bromo-5-(tert-butyl)phenyl)-N-(3-chlorophenyl-2,4,5,6-d4)-5'-phenyl-[1,1':3',1''-terphenyl]-2'-amine BrC=1C=C(C=C(C1)C(C)(C)C)N(C1=C(C=C(C=C1C1=CC=CC=C1)C1=CC=CC=C1)C1=CC=CC=C1)C1=C(C(=C(C(=C1[2H])[2H])[2H])Cl)[2H]